ClC1=CC=C(C=C1)C=1C=CC=C2C=3C=CC=CC3C3(C4=CC=CC=C4C=4C=CC=CC34)C12 8'-(4-chlorophenyl)-9,9'-spirobifluorene